C(C=C)(=O)N1CCC(CC1)N1N=C(C(=C1)C(=O)N)C#CC1=CC(=CC(=C1)OC)OC (1-acryloylpiperidin-4-yl)-3-((3,5-dimethoxyphenyl)ethynyl)-1H-pyrazole-4-carboxamide